isobutyl 5-fluoro-3-(1-((1-(3-isopropyl-4-phenoxybenzyl)piperidin-4-yl)methyl)-1H-1,2,3-triazol-4-yl)-1H-indole-2-carboxylate FC=1C=C2C(=C(NC2=CC1)C(=O)OCC(C)C)C=1N=NN(C1)CC1CCN(CC1)CC1=CC(=C(C=C1)OC1=CC=CC=C1)C(C)C